OC(CCCCCCCCCC(=O)O)CCC(CC=CCCC)O 11,14-dihydroxy-icosan-16-enoic acid